C1C=CNC=C1 4-dihydropyridine